C(C)(C)(C)C=1SC(=C(N1)C=1C(=C(C=CC1)NS(=O)(=O)C1=C(C=CC=C1F)OCCN(C)C)F)C1=NC(=NC=C1)NC1CCN(CC1)S(=O)(=O)C N-(3-(2-(tert-butyl)-5-(2-((1-(methylsulfonyl)piperidin-4-yl)amino)pyrimidin-4-yl)thiazol-4-yl)-2-fluorophenyl)-2-(2-(dimethylamino)ethoxy)-6-fluorobenzenesulfonamide